1-Methyl-2,3-dihydro-1H-pyrrolizine CC1CCN2C=CC=C12